(1S,3S)-3-((6-(4-((((R)-1-(2-chlorophenyl)ethoxy)carbonyl)amino)-3-methylisoxazol-5-yl)pyridin-3-yl)oxy)cyclohexane-1-carboxylic acid ClC1=C(C=CC=C1)[C@@H](C)OC(=O)NC=1C(=NOC1C1=CC=C(C=N1)O[C@@H]1C[C@H](CCC1)C(=O)O)C